NCC1=NC2=CC(=CC=C2C(N1)=O)C=1C=NN(C1C1=C(C#N)C(=CC(=C1F)Cl)OC1(CC1)C)C (2R)-2-(4-(2-(aminomethyl)-4-oxo-3,4-dihydro-quinazolin-7-yl)-1-methyl-1H-pyrazol-5-yl)-4-chloro-3-fluoro-6-(1-methylcyclopropoxy)benzonitrile